tert-butyl 4-(2-(8-fluoro-2-methylimidazo[1,2-a]pyridin-6-yl)-6-methyl-4-oxo-4H-pyrido[1,2-a][1,3,5]triazin-7-yl)piperazine-1-carboxylate FC=1C=2N(C=C(C1)C=1N=C3N(C(N1)=O)C(=C(C=C3)N3CCN(CC3)C(=O)OC(C)(C)C)C)C=C(N2)C